tert-butyl (1-(5-(2-chloro-3-fluoropyridin-4-yl)-2-methyl-2H-1,2,3-triazol-4-yl)ethyl)(methyl-d3)carbamate ClC1=NC=CC(=C1F)C=1C(=NN(N1)C)C(C)N(C(OC(C)(C)C)=O)C([2H])([2H])[2H]